OC1=CC=C(CN2C=C(C=C2)C=2C=C(N=NC2C)C=2C(NC(NC2)=O)=O)C=C1 5-(5-(1-(4-hydroxybenzyl)-1H-pyrrol-3-yl)-6-methylpyridazin-3-yl)pyrimidine-2,4(1H,3H)-dione